5-Chloro-6-methyl-4-(4,4,5,5-tetramethyl-1,3,2-dioxaborolan-2-yl)-1-((2-(trimethylsilyl)ethoxy)methyl)-1H-indazole ClC=1C(=C2C=NN(C2=CC1C)COCC[Si](C)(C)C)B1OC(C(O1)(C)C)(C)C